NC1=CC=C(C(=N1)N1N=CC(=C1C(F)(F)F)C(=O)NC=1C=NC(=C(C1)Cl)N1N=CC=N1)Cl 1-(6-amino-3-chloropyridin-2-yl)-N-(5-chloro-6-(2H-1,2,3-triazol-2-yl)pyridin-3-yl)-5-(trifluoromethyl)-1H-pyrazole-4-carboxamide